FC1=CC(=CC=2N(C(=NC21)C)C(C)C)C=2C=CN1N=C(N=C(C12)OC)NC1CCC(CC1)NC(C)=O N-((1s,4s)-4-((5-(4-fluoro-1-isopropyl-2-methyl-1H-benzo[d]imidazol-6-yl)-4-methoxypyrrolo[2,1-f][1,2,4]triazin-2-yl)amino)cyclohexyl)acetamide